3-(3-(3-amino-6-(1-(1-(tert-butoxycarbonyl)piperidin-4-yl)-1H-pyrazol-4-yl)pyrazin-2-yl)-5-methyl-6-oxopyridazin-1(6H)-yl)-4-methylbenzoic acid NC=1C(=NC(=CN1)C=1C=NN(C1)C1CCN(CC1)C(=O)OC(C)(C)C)C1=NN(C(C(=C1)C)=O)C=1C=C(C(=O)O)C=CC1C